FC=1C(=CC2=C(NC(CO2)=O)C1)OC 6-Fluoro-7-methoxy-2,4-dihydro-1,4-benzoxazin-3-one